C(C)(C)(C)OC(=O)N1C[C@@H](N(CC1)C=1C2=C(N=CN1)N(C=C2C=2C=NC=CC2)C2=NC=CC(=C2)C#N)C (S)-4-(7-(4-cyanopyridin-2-yl)-5-(pyridin-3-yl)-7H-pyrrolo[2,3-d]pyrimidin-4-yl)-3-methylpiperazine-1-carboxylic acid tert-butyl ester